2-(3-(1-((4-methyl-4H-1,2,4-triazol-3-yl)thio)ethyl)phenyl)-4-phenyl-2H-1,2,3-triazole CN1C(=NN=C1)SC(C)C=1C=C(C=CC1)N1N=CC(=N1)C1=CC=CC=C1